N-((1R,3r,5S,6r)-3-(6-chloro-1H-indazol-4-yl)-3-hydroxybicyclo[3.1.0]hexan-6-yl)ethanesulfonamide ClC1=CC(=C2C=NNC2=C1)C1(C[C@H]2C([C@H]2C1)NS(=O)(=O)CC)O